3,3'''-dihexyl-2,2':5',2'':5'',2'''-quaterthiophene C(CCCCC)C1=C(SC=C1)C=1SC(=CC1)C=1SC(=CC1)C=1SC=CC1CCCCCC